C(C=C)(=O)OC(CCCCCC)CCC 1-propylheptyl acrylate